OC1CCC(CC1)NC(=O)NC1=CC(=CC=C1)N1C(OCC1)=O 1-(4-hydroxycyclohexyl)-3-(3-(2-oxooxazolidin-3-yl)phenyl)urea